C1(CC1)[C@@]1(NC(NC1=O)=O)CNC(=O)C1=NN(N=C1)C1=CC(=CC=C1)C N-{[(4R)-4-cyclopropyl-2,5-dioxoimidazolidin-4-yl]methyl}-2-(3-methylphenyl)-2H-1,2,3-triazole-4-carboxamide